cis-decenal C(\C=C/CCCCCCC)=O